C(#N)C1(CC1)NC(=O)C=1N=NC(=CC1)OCC=1C(=NOC1C)C=1C=NC(=CC1)C N-(1-cyanocyclopropyl)-6-((5-methyl-3-(6-methylpyridin-3-yl)isoOxazol-4-yl)methoxy)pyridazine-3-carboxamide